CN(CCOC)C=1N=C(C2=C(N1)SC=C2C2=CC=CC=C2)NCC2=CC=C(C=C2)S(=O)(=O)N 4-((2-(N-Methyl-N-(2-methoxyethyl)amino)-5-phenylthieno[2,3-d]pyrimidin-4-yl)aminomethyl)benzenesulfonamide